FC=1C=C(C=C(C1N(CC(=O)OC)C(=O)C1=C(CCC1)C(NOC)=O)F)C1=CC(=CC=C1)OC([2H])([2H])[2H] Methyl N-(3,5-difluoro-3'-(methoxy-d3)-[1,1'-biphenyl]-4-yl)-N-(2-(methoxy-carbamoyl)cyclopent-1-ene-1-carbonyl)glycinate